S-(2-benzothiazolyl)cysteine S1C(=NC2=C1C=CC=C2)SC[C@H](N)C(=O)O